(R)-N-(6-(3-((3-Hydroxy-1-methyl-2-oxopyrrolidin-3-yl)ethynyl)phenyl)pyrido[3,2-d]pyrimidin-4-yl-2-d)methanesulfonamide O[C@@]1(C(N(CC1)C)=O)C#CC=1C=C(C=CC1)C=1C=CC=2N=C(N=C(C2N1)NS(=O)(=O)C)[2H]